(E)-3-[4-[2-Hydroxyethyl(methyl)amino]phenyl]-1-(4-nitrophenyl)prop-2-en-1-one OCCN(C1=CC=C(C=C1)/C=C/C(=O)C1=CC=C(C=C1)[N+](=O)[O-])C